N1(CCC1)CCO[C@@H]1[C@H](C1)C(=O)NC1=CC=C2C(=N1)NC=C2C=2C(=NC=CC2OC2CC2)OC (1S,2S)-2-(2-(azetidin-1-yl)ethoxy)-N-(3-(4-cyclopropoxy-2-methoxypyridin-3-yl)-1H-pyrrolo[2,3-b]pyridin-6-yl)cyclopropane-1-carboxamide